[Na+].[Na+].[Na+].C(C)(=O)OC=1C=C(C=2C=CC3=C(C=C(C=4C=CC1C2C43)S(=O)(=O)[O-])S(=O)(=O)[O-])S(=O)(=O)[O-] 8-acetoxypyrene-1,3,6-trisulfonic acid trisodium salt